2-hydroxy-N-(5-methyl-2-(pent-3-yloxy)-4-phenoxyphenyl)pyrazolo[1,5-a]Pyridine-3-carboxamide OC1=NN2C(C=CC=C2)=C1C(=O)NC1=C(C=C(C(=C1)C)OC1=CC=CC=C1)OC(CC)CC